C=1N=CN2C1C1=CC=CC=C1C2C2CCC=1C=C(C=NC1C2=O)C#N 7-(5H-imidazo[5,1-a]isoindol-5-yl)-8-oxo-5,6,7,8-tetrahydroquinoline-3-carbonitrile